4-((S)-2-((tert-butoxycarbonyl)amino)-3-hydroxypropyl)-2,2-dimethyl-5-oxopyrrolidine-1-carboxylic acid tert-butyl ester C(C)(C)(C)OC(=O)N1C(CC(C1=O)C[C@@H](CO)NC(=O)OC(C)(C)C)(C)C